(R)-8-(2-aminophenylamino)-1-(2,3-dihydroxypropoxy)-10,11-dihydrodibenzo-[a,d]cyclohepten-5-one NC1=C(C=CC=C1)NC=1C=CC2=C(CCC3=C(C2=O)C=CC=C3OC[C@@H](CO)O)C1